C12CC(CC2C1)OC1=C(C=C(C=C1F)NC(=O)C=1N=C(OC1CN1CCCC1)N1CC(C1)(CC)CC)F N-(4-(cis-bicyclo[3.1.0]hexan-3-yloxy)-3,5-difluorophenyl)-2-(3,3-diethylazetidin-1-yl)-5-(pyrrolidin-1-ylmethyl)oxazole-4-carboxamide